N-(2-(3,3-difluoropyrrolidin-1-yl)-4-(2-fluoro-5-(hydroxymethyl)phenyl)pyridin-3-yl)-2-iso-propylpyrimidine-5-carboxamide FC1(CN(CC1)C1=NC=CC(=C1NC(=O)C=1C=NC(=NC1)C(C)C)C1=C(C=CC(=C1)CO)F)F